FC1=C(C(=CC(=C1)CCCC)F)C#C 2,6-difluoro-4-butylphenylacetylene